N1(CCOCC1)C(=O)C1=CC=C(C=C1)C1=CC(=C2C(=N1)C=CS2)NCCCN2CCC1(CCC(O1)=O)CC2 8-(3-((5-(4-(morpholine-4-carbonyl)phenyl)thieno[3,2-b]pyridin-7-yl)amino)propyl)-1-oxa-8-azaspiro[4.5]decan-2-one